FC(C1=CC=C(C=N1)C1=CN(C2=NC=C(C=C21)C=2C(=NN(C2)C2CCNCC2)OCC)S(=O)(=O)C2=CC=C(C)C=C2)F 3-(6-(difluoromethyl)pyridin-3-yl)-5-(3-ethoxy-1-(piperidin-4-yl)-1H-pyrazol-4-yl)-1-tosyl-1H-pyrrolo[2,3-b]pyridine